CC=1OC2=C(N1)C=C(C(=C2)C)NC2=CC1=C(C=N2)N(C(N1C1CCOCC1)=O)C 6-((2,6-Dimethylbenzo[d]oxazol-5-yl)amino)-3-methyl-1-(tetrahydro-2H-pyran-4-yl)-1,3-dihydro-2H-imidazo[4,5-c]pyridin-2-one